(S)-methyl 2-((tert-butoxycarbonyl)amino)-5-(2-chlorophenyl)-5-oxopentanoate C(C)(C)(C)OC(=O)N[C@H](C(=O)OC)CCC(=O)C1=C(C=CC=C1)Cl